ClC=1C(=C(C=CC1)C1=CC=C(C=C1)C(=O)O)C 3'-Chloro-2'-methyl-[1,1'-biphenyl]-4-carboxylic acid